BrC=1C=NC=CC1N1CC(C1)NC(OC(C)(C)C)=O tert-butyl N-[1-(3-bromo-4-pyridyl)azetidin-3-yl]carbamate